C(C)(C)(C)OC(=O)NC=1C(=C(C(=O)O)C(=CC1)Cl)F 3-((tert-butoxycarbonyl)amino)-6-chloro-2-fluorobenzoic acid